2-methyl-1-oxo-2,3-dihydro-1H-indene-2-carboxylic acid CC1(C(C2=CC=CC=C2C1)=O)C(=O)O